5-nitro-4-(pyridin-3-yl)quinoline [N+](=O)([O-])C1=C2C(=CC=NC2=CC=C1)C=1C=NC=CC1